N,1-bis(4-(trifluoromethyl)benzyl)-1H-indazol-3-amine FC(C1=CC=C(CNC2=NN(C3=CC=CC=C23)CC2=CC=C(C=C2)C(F)(F)F)C=C1)(F)F